3-[2-(3-cyanobenzoyl)-3,4-dihydro-1H-isoquinolin-7-yl]-3-(1-ethyl-4-methyl-benzotriazol-5-yl)propanoic acid C(#N)C=1C=C(C(=O)N2CC3=CC(=CC=C3CC2)C(CC(=O)O)C2=C(C3=C(N(N=N3)CC)C=C2)C)C=CC1